FC(OC1=CC=C(C=C1)C1=CN=C2N1C=CN=C2NC2=CC(=C(C=C2)N2C(CCC2)=O)C)F 1-(4-((3-(4-(difluoromethoxy)phenyl)imidazo[1,2-a]pyrazin-8-yl)amino)-2-methylphenyl)pyrrolidin-2-one